4-tert-butyl-2,2-dimethyl-pyrrolidine C(C)(C)(C)C1CC(NC1)(C)C